6-(2,6-dimethylphenyl)-2-((2'-methyl-2',3'-dihydro-1'H-spiro(cyclopropane-1,4'-isoquinolin)-7'-yl)amino)-8,9-dihydroimidazo[1,2-a]pyrimido[5,4-e]pyrimidin-5(6H)-one CC1=C(C(=CC=C1)C)N1C=2N(C3=C(C1=O)C=NC(=N3)NC3=CC=C1C4(CN(CC1=C3)C)CC4)CCN2